N=1C(=CN2C1C=NC=C2)C(=O)NNC(N)=S 2-(imidazo[1,2-a]pyrazine-2-carbonyl)hydrazine-1-carbothioamide